[5-(3,3-difluoro-2,6-dihydro-1H-pyridin-4-yl)-3-methyl-2-oxo-benzoimidazol-1-yl]piperidine-2,6-dione FC1(CNCC=C1C1=CC2=C(N(C(N2C)=O)N2C(CCCC2=O)=O)C=C1)F